[N+](=O)([O-])C=1C=C(COC=2C=C(C(=O)N)C=CC2)C=CC1 3-(3-nitrobenzyloxy)benzamide